3-phenyl-1,3-dihydro-2H-inden-2-one C1(=CC=CC=C1)C1C(CC2=CC=CC=C12)=O